C(C)OC1CCC(CC1)NC1=NC=C(C(=N1)NC[C@@H](C)O)C(=O)N 2-((1r,4R)-4-ethoxycyclohexylamino)-4-((R)-2-hydroxypropylamino)pyrimidine-5-carboxamide